(S)-N-((R or S)-(4-chlorophenyl)(5-(trifluoromethyl)pyridin-2-yl)methyl)-2-oxooxazolidine-5-carboxamide ClC1=CC=C(C=C1)[C@@H](NC(=O)[C@@H]1CNC(O1)=O)C1=NC=C(C=C1)C(F)(F)F |o1:7|